tert-butyl 7-(2,3-dihydro-1H-pyrrolo[1,2-a]indole-9-carbonyl)-5,5-difluoro-2,7-diazaspiro[3.5]nonane-2-carboxylate C1CCN2C1=C(C=1C=CC=CC21)C(=O)N2CC(C1(CN(C1)C(=O)OC(C)(C)C)CC2)(F)F